4-bromo-3-fluorophenyl-methanol BrC1=C(C=C(C=C1)CO)F